1-octadecanoyl-2-(11Z-docosenoyl)-glycero-3-phospho-(1'-sn-glycerol) CCCCCCCCCCCCCCCCCC(=O)OC[C@H](COP(=O)(O)OC[C@H](CO)O)OC(=O)CCCCCCCCC/C=C\CCCCCCCCCC